2-benzoyl-5-(octyloxy)phenol C(C1=CC=CC=C1)(=O)C1=C(C=C(C=C1)OCCCCCCCC)O